6-(3',4'-Dimethoxyphenyl)-4-trifluoromethyl-4,5-dihydropyridazin-3(2H)-one COC=1C=C(C=CC1OC)C=1CC(C(NN1)=O)C(F)(F)F